2-[(2R)-2-(1-cyclopropylpyrazol-4-yl)tetrahydropyran-4-yl]-6,7-dimethyl-4-[3-(trifluoromethyl)cyclobutyl]pteridine C1(CC1)N1N=CC(=C1)[C@@H]1OCCC(C1)C1=NC2=NC(=C(N=C2C(=N1)C1CC(C1)C(F)(F)F)C)C